BrC1=C(C=C(C(=C1Br)O)O)/C=C/C(=O)C1=CC=C(C=C1)OC1=CC=C(C=C1)OCC (E)-3-(2,3-dibromo-4,5-dihydroxyphenyl)-1-(4-(4-ethoxyphenoxy)phenyl)prop-2-en-1-one